O[C@H](CO)C1CCN(CC1)S(=O)(=O)C=1C=CC(=C(C1)C=1NC(C2=C(N1)C(=CN2C)CCC)=O)OCCC (S)-2-(5-((4-(1,2-dihydroxyethyl)piperidin-1-yl)sulfonyl)-2-propoxyphenyl)-5-methyl-7-propyl-3,5-dihydro-4H-pyrrolo[3,2-d]pyrimidin-4-one